C(C)(=O)OC(C(=O)NC1=CC(=C(C(=C1)C)B1OC(C(O1)(C)C)(C)C)F)C1=CC(=CC=C1)F 2-((3-fluoro-5-methyl-4-(4,4,5,5-tetramethyl-1,3,2-dioxaborolan-2-yl)phenyl)amino)-1-(3-fluorophenyl)-2-oxoethyl acetate